[Si](C)(C)(C(C)(C)C)OCCCC1=C(C(=NC=C1)C(C)C)N1C(N=C(C2=C1N=C(C(=C2)F)Cl)Cl)=O 1-(4-(3-((tert-butyldimethylsilyl)oxy)propyl)-2-isopropylpyridin-3-yl)-4,7-dichloro-6-fluoropyrido[2,3-d]pyrimidin-2(1H)-one